fluoro-5-(6-fluoro-7-oxo-1-(trifluoromethylthio)-6,7-dihydro-5H-3-azaindene-4-oxy)benzonitrile FC1=C(C#N)C=C(C=C1)OC1=C2N=CC(=C2C(C(C1)F)=O)SC(F)(F)F